3-(6-bromopyridin-2-yl)-8,8-dimethyl-5,6,7,8-tetrahydro-[1,2,4]triazolo[4,3-a]pyridine BrC1=CC=CC(=N1)C1=NN=C2N1CCCC2(C)C